OC\C(=C/CC1(C(C(=O)OC)C=CC=C1)C)\C1=CC(=CC=C1)OC methyl (Z)-2-(4-hydroxy-3-(3-methoxyphenyl)-2-buten-1-yl)-2-methylbenzoate